2-isopropyl-tetrazole-5-carboxamide C(C)(C)N1N=C(N=N1)C(=O)N